2-(5-Chloropyridin-3-yl)pyrazolo[1,5-a]pyrimidine-3-carboxylic acid ethyl ester C(C)OC(=O)C=1C(=NN2C1N=CC=C2)C=2C=NC=C(C2)Cl